O[C@]1(C[C@H]2CC[C@H]3[C@@H]4CCCC([C@]4(CC[C@@H]3[C@H]2CC1)C)=O)C (4aS,4bR,6aR,8R,10aS,10bR,12aS)-8-hydroxy-8,12a-dimethylhexadecahydrochrysen-1(2H)-one